3-ethoxycarbonyl-7-Diethylaminocoumarin C(C)OC(=O)C=1C(OC2=CC(=CC=C2C1)N(CC)CC)=O